C(C)(C)(C)OC(=O)N1C[C@@H](CCC1)NC1=NN=C(C=2C(CCCC12)C)Cl.C1(CCCCC1)NCCCCCCC(=O)NC1=CC(=CC=C1)C1C(NC(CC1)=O)=O 7-(cyclohexylamino)-N-(3-(2,6-dioxopiperidin-3-yl)phenyl)heptanamide tert-Butyl-(3R)-3-((4-chloro-5-methyl-5,6,7,8-tetrahydrophthalazin-1-yl)amino)piperidine-1-carboxylate